2-(4-(((2-(4'-fluoro-[1,1'-biphenyl]-4-yl)cyclopropyl)amino)methyl)piperidin-1-yl)-N-hydroxypyrimidine-5-carboxamide TFA salt OC(=O)C(F)(F)F.FC1=CC=C(C=C1)C1=CC=C(C=C1)C1C(C1)NCC1CCN(CC1)C1=NC=C(C=N1)C(=O)NO